NC1=CC(=NC=C1N)N1CCC2(CC1)[C@@H](C1=CC=CC=C1C2)CC(C)(S(=O)N)C ((S)-1'-(4,5-diaminopyridin-2-yl)-1,3-dihydrospiro[indene-2,4'-piperidine]-1-yl)-2-methylpropan-2-sulfinamide